C(C)(C)(C)OC(=O)N1C2CCC1CCC21C(C1)C(=O)O 8-(tert-butoxycarbonyl)-8-azaspiro[bicyclo[3.2.1]octane-2,1'-cyclopropane]-2'-carboxylic acid